CC1=NC(=CC(=N1)OC1CCC(CC1)C(F)(F)F)[Sn](C)(C)C 2-methyl-4-{[(1r,4r)-4-(trifluoromethyl)cyclohexyl]oxy}-6-(trimethylstannyl)pyrimidine